C(C=C)=O 2-Propenal